(2R)-tert-butyl 4-(4-(trifluoromethyl) phenyl)-2-vinylpyrrolidine-1-carboxylate FC(C1=CC=C(C=C1)C1C[C@@H](N(C1)C(=O)OC(C)(C)C)C=C)(F)F